NC=1C=CC(=C(C(=O)O)C1)C(N(CCOC)CC1CCCCC1)=O 5-amino-2-((cyclohexylmethyl)(2-methoxyethyl)carbamoyl)benzoic acid